ClC=1C=C(C(=O)NC(C)C)C=CC1C=1N(C2=NC=NC(=C2N1)OC1(CC1)C)CC1=NC=CC(=C1)C 3-chloro-N-isopropyl-4-(6-(1-methylcyclopropoxy)-9-((4-methylpyridin-2-yl)methyl)-9H-purin-8-yl)benzamide